F[B-](F)(F)F.C[S+](SC)C dimethyl(methylthio)sulfonium tetrafluoroborate